CC(CCCCC=CCCCCCC)CCCCCCCCCCCC 13-Methyl-7-pentacosene